Acrylamide hydroxyethyl-methacrylate OCCOC(C(=C)C)=O.C(C=C)(=O)N